C(CC(=O)C)(=O)OCCOC(C(=C)C)=O Acetoacetoxyethyl-methacrylat